The molecule is a benzazepine that is 2,3,4,5-tetrahydro-3-benzazepine bearing a 3-methylphenyl substituent at position 1, a methyl substituent at position 3, a chloro substituent at position 6 and two hydroxy substituents at positions 7 and 8. Dopamine D1-like receptor partial agonist (Ki values are 1.18, 7.56, 920 and 399 nM for rat D1, D5, D2 and D3 receptors respectively). May act as an antagonist in vivo, producing anti-Parkinsonian effects and antagonising the behavioral effects of cocaine. It has a role as a dopamine agonist. It is a benzazepine, a member of catechols, a tertiary amino compound and an organochlorine compound. It is a conjugate base of a N-methyl-6-chloro-1-(3-methylphenyl)-2,3,4,5-tetrahydro-3-benzazepinium-7,8-diol(1+). CC1=CC(=CC=C1)C2CN(CCC3=C(C(=C(C=C23)O)O)Cl)C